N-((3aR,5s,6aS)-2-(5-(3-cyano-6-ethoxypyrazolo[1,5-a]pyridin-4-yl)pyrazin-2-yl)-5-methyloctahydrocyclopenta[c]pyrrol-5-yl)formamide C(#N)C=1C=NN2C1C(=CC(=C2)OCC)C=2N=CC(=NC2)N2C[C@@H]1[C@H](C2)CC(C1)(C)NC=O